O(C1=CC=CC=C1)CCC(C(=O)O)(C)C.C(C(C)C)(=O)O ISOBUTYRATE (2-(phenoxy)ethyl 2-methylpropanoate)